NC1=C(C=C(C=N1)C1=CC=C(C=C1)C(=O)N1CCC(CC1)N1CCCC1)OC(C)C1=C(C=CC=C1Cl)Cl (4-{6-amino-5-[1-(2,6-dichloro-phenyl)-ethoxy]-pyridin-3-yl}-phenyl)-(4-pyrrolidin-1-yl-piperidin-1-yl)-methanone